(3S,4aS,8aR)-2-[(tert-butoxy)carbonyl]-6-oxo-decahydroisoquinoline-3-carboxylic acid C(C)(C)(C)OC(=O)N1C[C@@H]2CCC(C[C@@H]2C[C@H]1C(=O)O)=O